C1(=CC=CC=C1)N1C=2N=C3N(C(C2N=C1)=O)CCCCC3 3-phenyl-3,5,6,7,8,9-hexahydro-11H-azepino[1,2-a]purin-11-one